methoxypropyl-aminocyclohexenyl-ethoxyphenyl-triazine COCCCC=1C(=C(C=CC1)C1=NN=NC(=C1OCC)C1=CCCCC1)N